4-(1-Phenylbutyl)benzene-1,3-diol C1(=CC=CC=C1)C(CCC)C1=C(C=C(C=C1)O)O